C([O-])(O)=O.C(C)[NH+](CC)CC Triethylammonium bicarbonate